ClC=1C=C(C=CC1)[C@@H]1[C@H](C1)C(=O)NC1=NC(=NC(=C1)NCC=1N=C2N(C=C(C=C2)C2CC2)C1)C(=O)O |r| rac-4-((1S*,2S*)-2-(3-chlorophenyl)cyclopropane-1-carboxamido)-6-(((6-cyclopropylimidazo[1,2-a]pyridin-2-yl)methyl)amino)pyrimidine-2-carboxylic acid